4-((2S,4S)-2,4-dimethylazetidine-1-carbonyl)-5-fluoro-1H-indazol C[C@@H]1N([C@H](C1)C)C(=O)C1=C2C=NNC2=CC=C1F